N-(2-bromo-3-(13H-dibenzo[a,h]carbazol-13-yl)phenyl)-N-(naphthalen-2-yl)naphthalen-2-amine BrC1=C(C=CC=C1N1C2=CC3=C(C=C2C2=CC=C4C(=C12)C=CC=C4)C=CC=C3)N(C3=CC4=CC=CC=C4C=C3)C3=CC4=CC=CC=C4C=C3